NC1=NC=CC=C1C1=NC=2C(=NC(=CC2)N2CCOCC2)N1C1=CC=C(CN2CCC(CC2)NC2=CC(=NC=N2)C#N)C=C1 6-((1-(4-(2-(2-aminopyridin-3-yl)-5-morpholino-3H-imidazo[4,5-b]pyridin-3-yl)benzyl)piperidin-4-yl)amino)pyrimidine-4-carbonitrile